2-((1H-benzo[d]imidazol-2-yl)methyl)-6-(4-(difluoromethoxy)phenyl)-pyridazin-3(2H)-one N1C(=NC2=C1C=CC=C2)CN2N=C(C=CC2=O)C2=CC=C(C=C2)OC(F)F